dihydro-2H-benzo[d][1,3]oxazin-2-one N1C(OCC2=C1C=CC=C2)=O